(2,3-dimethylbutan-2-yl)pyrrolidin CC(C)(C(C)C)N1CCCC1